ls-1,5-dibromopentane BrCCCCCBr